2-hydroxyethoxy-2-methyl-propiophenone OCCOC(C(=O)C1=CC=CC=C1)(C)C